4-(Mercaptomethyl)benzonitril SCC1=CC=C(C#N)C=C1